(2,4,6-trimethoxyphenyl)iodonium p-toluenesulfonate CC1=CC=C(C=C1)S(=O)(=O)[O-].COC1=C(C(=CC(=C1)OC)OC)[IH+]